FC1=C(OC=2N=CC(=NC2)NC([C@H](C)N2CC(N(CC2)C(=O)C2=CC(=[N+](C=C2)[O-])C2(CC2)O)(C)C)=O)C=CC(=C1)F (S)-4-(4-(1-((5-(2,4-difluorophenoxy)pyrazin-2-yl)amino)-1-oxopropan-2-yl)-2,2-dimethylpiperazine-1-carbonyl)-2-(1-hydroxycyclopropyl)pyridine 1-oxide